1-[4-(Diethylamino)phenyl]-3-(4-hydroxyphenyl)prop-2-en-1-one C(C)N(C1=CC=C(C=C1)C(C=CC1=CC=C(C=C1)O)=O)CC